FC(C(F)(F)F)OC(C(=C)C)=O.N1C=NC=C1 imidazole tetrafluoroethyl-methacrylate